BrC=1N=C(C(=NC1N(C)C(C)C)NC=1C=C(CCNC(CN(C(OC(C)(C)C)=O)C)=O)C=CC1)C(N)=O tert-butyl (2-((3-((5-bromo-3-carbamoyl-6-(isopropyl(methyl)amino)pyrazin-2-yl)amino)phenethyl)amino)-2-oxoethyl)(methyl)carbamate